C(C)(C)(C)OC(=O)N[C@H](C[B-](F)(F)F)[C@H](C)F.[K+] potassium ((2R,3s)-2-((tert-butoxycarbonyl)amino)-3-fluorobutyl)trifluoroborate